tris(trimethylsilyl)glycine C[Si](C)(C)C(N([Si](C)(C)C)[Si](C)(C)C)C(=O)O